OC=1C(=NC=CC1NC=1C(C(C1NC1C(CCC=2C=C(OC21)C)(C)C)=O)=O)C(=O)N2CCN(CC2)C 3-((3-hydroxy-2-(4-methylpiperazine-1-carbonyl)pyridin-4-yl)amino)-4-((2,6,6-trimethyl-4,5,6,7-tetrahydrobenzofuran-7-yl)amino)cyclobut-3-ene-1,2-dione